tert-Butyl 4-(2-ethoxy-7-oxo-7,8-dihydropyrido[2,3-d]pyrimidin-6-yl)piperidine-1-carboxylate C(C)OC=1N=CC2=C(N1)NC(C(=C2)C2CCN(CC2)C(=O)OC(C)(C)C)=O